2,2,2-trifluoroethyl 2,6-dihydroxy-5'-methyl-4-pentyl-2'-(prop-1-en-2-yl)-[1,1'-biphenyl]-3-sulfonate OC1=C(C(=CC(=C1S(=O)(=O)OCC(F)(F)F)CCCCC)O)C1=C(C=CC(=C1)C)C(=C)C